COC=1C(=C2C=CNC2=C(C1)C)CN1[C@@H](CN(CC1)CCC(F)(F)F)C1=CC=C(C(=O)O)C=C1 (R)-4-(1-((5-Methoxy-7-methyl-1H-indol-4-yl)methyl)-4-(3,3,3-trifluoropropyl)piperazin-2-yl)benzoic acid